BrC1=CC(=C(NC1=O)C(=O)N)C 5-Bromo-3-methyl-6-oxo-1,6-dihydropyridine-2-carboxamide